NC(O[Si](CCC)(OC)OC)(N)N triamino-1-propyltrimethoxysilane